ClC1=C(C=CC=C1)C(\C=C\C1=CC=C(C=C1)\C=C\C(C1=CC(=CC=C1)C(F)(F)F)=O)=O (E)-1-(2-chlorophenyl)-3-(4-((E)-3-oxo-3-(3-(trifluoromethyl)phenyl)prop-1-en-1-yl)phenyl)prop-2-en-1-one